(4-amino-2-(pent-2-yloxy)imidazo[2,1-f][1,2,4]triazin-7-yl)(tetrahydro-2H-pyran-4-yl)methanol NC1=NC(=NN2C1=NC=C2C(O)C2CCOCC2)OC(C)CCC